Cl.C1OC(N2[C@@H]1CNCC2)=O (R)-hexahydro-3H-oxazolo[3,4-a]pyrazin-3-one hydrochloride salt